S1C(=CC=C1)CNCC(=O)O N-(thiophen-2-ylmethyl)glycine